3-(2-(4-chloro-2-(thieno[3,2-b]pyridin-7-yl)phenoxy)ethyl)-2-methyl-6-(4-methylpiperazin-1-yl)-4-oxo-7-(trifluoromethyl)-3,4-dihydroquinazoline-5-carbonitrile ClC1=CC(=C(OCCN2C(=NC=3C=C(C(=C(C3C2=O)C#N)N2CCN(CC2)C)C(F)(F)F)C)C=C1)C1=C2C(=NC=C1)C=CS2